ClC1=CC=C(C=C1)C1(CC1)C(=O)NC1CN(CCCCC1)C(=O)OC(C)(C)C tert-butyl 3-[1-(4-chlorophenyl)cyclopropaneamido]azocane-1-carboxylate